(5R)-3-((2-(amino(bicyclo[5.1.0]octan-4-yl)methyl)imidazo[1,2-b]pyridazin-6-yl)methyl)-5-(trifluoromethyl)piperidin-2-one NC(C=1N=C2N(N=C(C=C2)CC2C(NC[C@@H](C2)C(F)(F)F)=O)C1)C1CCC2CC2CC1